7-Ethyl-4-(4-fluoro-3-(8-methoxy-3-(oxetan-3-yl)-[1,2,4]triazolo[4,3-a]pyridin-7-yl)phenyl)-7H-imidazo[4,5-c]pyridazine C(C)N1C=NC2=C1N=NC=C2C2=CC(=C(C=C2)F)C2=C(C=1N(C=C2)C(=NN1)C1COC1)OC